CC1=CC=C(C=C1)S(=O)(=O)[O-].C1(CCCCC1)CCCO[N+]1=C(C=C(C=C1C)C)C 1-(3-cyclohexylpropoxy)-2,4,6-trimethylpyridin-1-ium 4-methylbenzenesulfonate